(1R,2S,5S)-3-[(2S)-2-[(3,3-difluorocyclobutanecarbonyl)amino]-3-methyl-butanoyl]-6,6-dimethyl-3-azabicyclo[3.1.0]hexane-2-carboxylic acid FC1(CC(C1)C(=O)N[C@H](C(=O)N1[C@@H]([C@H]2C([C@H]2C1)(C)C)C(=O)O)C(C)C)F